NC1CCN(CC1)C1=C(C=NC2=CC=C(C=C12)C=1C=NC=C(C1CNC([O-])=O)F)C1=CC(=CC(=C1)F)F N-{3-[4-(4-Aminopiperidin-1-yl)-3-(3,5-difluorophenyl)chinolin-6-yl]-5-fluoropyridin-4-yl}methylcarbamat